phenanthro[1,2-b:8,7-b']dithiophene S1C2=C(C=C1)C=CC=1C=3C=CC4=C(SC=C4)C3C=CC12